2-(1-(2-(3,8-diazabicyclo[3.2.1]octan-3-yl)-7-(thiazol-2-yl)benzo[d]oxazol-5-yl)-2,2,2-trifluoroethoxy)ethan-1-ol C12CN(CC(CC1)N2)C=2OC1=C(N2)C=C(C=C1C=1SC=CN1)C(C(F)(F)F)OCCO